6-[(Dimethylamino)methyl]-N-[2-(2,6-dimethylphenyl)-[1,3]thiazolo[5,4-c]pyridin-6-yl]-5-(morpholin-4-yl)pyridin-2-amine CN(C)CC1=C(C=CC(=N1)NC1=CC2=C(C=N1)SC(=N2)C2=C(C=CC=C2C)C)N2CCOCC2